CN1C(=NC=2C1=NC=CC2)C2=C(C(=C(C(=C2N2C1=CC=CC=C1N(C=1C=CC=CC21)C)N2C1=CC=CC=C1N(C=1C=CC=CC21)C)C2=CC=CC=C2)N2C1=CC=CC=C1N(C=1C=CC=CC21)C)N2C1=CC=CC=C1N(C=1C=CC=CC21)C 10,10',10'',10'''-(4-(3-methyl-3H-imidazo[4,5-b]pyridin-2-yl)-[1,1'-biphenyl]-2,3,5,6-tetrayl)tetrakis(5-methyl-5,10-dihydrophenazine)